N-((1S,5R,7S)-2-oxabicyclo[3.2.0]heptan-7-yl)-8-((methyl-d3)amino)-6-((2-oxo-2H-[1,2'-bipyridin]-3-yl)amino)imidazo[1,2-b]pyridazine-3-carboxamide [C@@H]12OCC[C@H]2C[C@@H]1NC(=O)C1=CN=C2N1N=C(C=C2NC([2H])([2H])[2H])NC=2C(N(C=CC2)C2=NC=CC=C2)=O